FC=1C=C(C(=C(N)C1)OC)C1=NC=CC=N1 5-fluoro-2-methoxy-3-(pyrimidin-2-yl)aniline